bis(4-decylphenyl)iodonium hexafluoroantimonate F[Sb-](F)(F)(F)(F)F.C(CCCCCCCCC)C1=CC=C(C=C1)[I+]C1=CC=C(C=C1)CCCCCCCCCC